3-(5-(2,5-difluoro-3-(7-methoxyimidazo[1,2-a]pyridine-3-carboxamido)-4-methylphenyl)-1,2,4-oxadiazol-3-yl)azetidine-1-carboxylic acid methyl ester COC(=O)N1CC(C1)C1=NOC(=N1)C1=C(C(=C(C(=C1)F)C)NC(=O)C1=CN=C2N1C=CC(=C2)OC)F